5-(6-chloropyridin-3-yl)-4,5-dihydro-1H-pyrazol ClC1=CC=C(C=N1)C1CC=NN1